C(C)(C)(C)OC(=O)N1CC2(C1)C[C@H]([C@H](CC2)O)C |r| Rac-(6R,7S)-7-hydroxy-6-methyl-2-azaspiro[3.5]nonane-2-carboxylic acid tert-butyl ester